3-((5-(Aminomethyl)-1-(3-(methylsulfonyl)propyl)-1H-indol-2-yl)methyl)-5-fluoro-1-methyl-1,3-dihydro-2H-benzo[d]imidazol-2-one NCC=1C=C2C=C(N(C2=CC1)CCCS(=O)(=O)C)CN1C(N(C2=C1C=C(C=C2)F)C)=O